FC=1C(=CC=2C3=C(NC(C2C1)=O)COC[C@H]3N(C(=O)C3=CC(=C(C=C3)C3=CC=C(C=C3)F)F)C)F (S)-N-(8,9-difluoro-6-oxo-1,4,5,6-tetrahydro-2H-pyrano[3,4-c]isoquinolin-1-yl)-2,4'-difluoro-N-methyl-[1,1'-biphenyl]-4-carboxamide